ethyl 6-bromo-4-oxo-1,4-dihydro-1,5-naphthyridine-3-carboxylate BrC=1N=C2C(C(=CNC2=CC1)C(=O)OCC)=O